COC=1C=C(C=C2C(N(C(S2)=S)CC(=O)O)=O)C=CC1OC(C1=CC(=CC=C1)C)=O (5-{3-methoxy-4-[(3-methylbenzoyl)oxy]benzylidene}-4-oxo-2-thioxo-1,3-thiazolidin-3-yl)acetic acid